(1-ethylpyrrolo[3,4-c]pyrazol-5(1H,4H,6H)-yl)methanone C(C)N1N=CC2=C1CN(C2)C=O